C(C)OP(=O)(OCC)O.C(CCCCCCCCCCC)N1CN(C=C1)C 1-dodecyl-3-methyl-imidazole diethyl-phosphate